7-(2-(4-(4,4,5,5-Tetramethyl-1,3,2-dioxaborolan-2-yl)phenoxy)ethyl)-7-azaspiro[3.5]nonan CC1(OB(OC1(C)C)C1=CC=C(OCCN2CCC3(CCC3)CC2)C=C1)C